5-cyclopropyl-3-iodo-1-tetrahydropyran-2-yl-pyrazolo[4,3-b]pyridine C1(CC1)C1=CC=C2C(=N1)C(=NN2C2OCCCC2)I